C(C)C=1C(NC=2C=C(C=NC2C1)CN1N=CN(C(C1)C)C=1C=CC(=NC1)C(=O)NC)=O 5-(1-((7-ethyl-6-oxo-5,6-dihydro-1,5-naphthyridin-3-yl)methyl)-5-methyl-5,6-dihydro-1,2,4-triazin-4(1H)-yl)-N-methylpyridineamide